[Si](OCI)([O-])([O-])[O-] iodomethyl silicate